2-(1-(4-(1,1-dioxido-2,3,4,5-tetrahydrobenzo[f][1,4]thiazepin-8-yl)-7,7-difluoro-6,7-dihydro-5H-cyclopenta[d]pyrimidin-2-yl)azetidin-2-yl)acetonitrile O=S1(CCNCC2=C1C=C(C=C2)C=2C1=C(N=C(N2)N2C(CC2)CC#N)C(CC1)(F)F)=O